C(=O)(OC(C)(C)C)N[C@@H](CCO)C(=O)O N-Bochomoserine